5-[[2-(2,6-dioxopiperidin-3-yl)-1,3-dioxoisoindol-4-yl]oxy]pentanoic acid O=C1NC(CCC1N1C(C2=CC=CC(=C2C1=O)OCCCCC(=O)O)=O)=O